N,2,2-trimethyl-N-(quinolin-3-ylmethyl)butanamide CN(C(C(CC)(C)C)=O)CC=1C=NC2=CC=CC=C2C1